N-(1-methylpiperidin-4-yl)benzofuran-3-carboxamide CN1CCC(CC1)NC(=O)C1=COC2=C1C=CC=C2